(1S,2S,5R)-1-hydroxy-2-isopropyl-5-methyl-N-(3-methylphenethyl)cyclohexane-1-carboxamide O[C@@]1([C@@H](CC[C@H](C1)C)C(C)C)C(=O)NCCC1=CC(=CC=C1)C